4,5-dimethylbenzooxazole CC1=C(C=CC2=C1N=CO2)C